2-chloro-3,4-dimethoxybenzoate ClC1=C(C(=O)[O-])C=CC(=C1OC)OC